(S)-5-((1-(aminooxy)propan-2-yl)amino)-4-(trifluoromethyl)-2-((2-(Trimethylsilyl)ethoxy)methyl)pyridazin-3(2H)-one NOC[C@H](C)NC1=C(C(N(N=C1)COCC[Si](C)(C)C)=O)C(F)(F)F